FC(C1=CC=C(C=C1)S(=O)(=O)Cl)(F)F 4-(trifluoro-methyl)benzene-sulfonyl chloride